N-(5-(2-bromoacetyl)-6-fluoropyridin-2-yl-4-d)acetamide BrCC(=O)C=1C(=CC(=NC1F)NC(C)=O)[2H]